C(C1=CC=CC=C1)OC1=CC=CC(=N1)OCCOC1CCN(CC1)C(=O)OC(C)(C)C tert-butyl 4-[2-[(6-benzyloxy-2-pyridyl)oxy]ethoxy]piperidine-1-carboxylate